C1C(CC12CCNCC2)C=2C=NC1=CC=C(C=C1N2)OC=2C(=C(C=CC2F)C2N(CCC2F)S(=O)(=O)N)C#N [3-[3-(7-azaspiro[3.5]nonan-2-yl)quinoxalin-6-yl]oxy-2-cyano-4-fluoro-phenyl]-3-fluoro-pyrrolidine-1-sulfonamide